ethyl 4-methyl-5-((1-methyl-6-((1-methyl-1H-pyrazol-4-yl)amino)-1H-pyrazolo[3,4-d]pyrimidin-3-yl)amino)thiophene-2-carboxylate CC=1C=C(SC1NC1=NN(C2=NC(=NC=C21)NC=2C=NN(C2)C)C)C(=O)OCC